C(C)C=1C(=CC=C2C=C(C=C(C12)C1OC=C(C(C1)=O)C(=O)OC)OCOC)F methyl 2-(8-ethyl-7-fluoro-3-(methoxymethoxy) naphthalen-1-yl)-4-oxo-3,4-dihydro-2H-pyran-5-carboxylate